CS(=O)(=O)C1=C(C=CC(=C1)C(C(F)(F)F)(C(F)(F)F)F)NC(C1=CC=CC=C1)=O N-(2-(methylsulfonyl)-4-(heptafluoroisopropyl)phenyl)benzamide